N6-(2-aminoethyl)-1-methyl-N4-(4-phenoxyphenyl)-1H-pyrazolo[3,4-d]pyrimidine-4,6-diamine NCCNC1=NC(=C2C(=N1)N(N=C2)C)NC2=CC=C(C=C2)OC2=CC=CC=C2